FC1=C(C(=C(C(=C1OC(C1=CC(=C(C=C1)C([2H])([2H])[2H])N1C(NC(CC1)=O)=O)=O)F)F)F)F 3-(2,4-Dioxotetrahydropyrimidin-1(2H)-yl)-4-(methyl-d3)benzoic acid pentafluorophenyl ester